methyl 4-(5-amino-2-(oxazol-4-ylmethyl)-3-oxo-7-phenyl-2,3-dihydro-[1,2,4]triazolo[4,3-c]pyrimidin-8-yl)-6-methylpyridinoate NC1=NC(=C(C=2N1C(N(N2)CC=2N=COC2)=O)C2=CC(=NC(=C2)C)C(=O)OC)C2=CC=CC=C2